FC(C=1C=C([NH3+])C=CC1)(F)F 3-trifluoromethylanilinium